N-(5-{[(1S,2S)-2-hydroxycyclohexyl]carbamoyl}-2-methylphenyl)-5-(4-methoxyphenyl)pyridine-3-carboxamide O[C@@H]1[C@H](CCCC1)NC(=O)C=1C=CC(=C(C1)NC(=O)C=1C=NC=C(C1)C1=CC=C(C=C1)OC)C